N-(2-bromobenzyl)-2,2-dimethylbutyramide BrC1=C(CNC(C(CC)(C)C)=O)C=CC=C1